1-[3-[(2S)-1-(3,4-difluorophenyl)propan-2-yl]-8-(methoxycarbonyl)-3H,6H,7H,8H,9H-imidazo[4,5-h]isoquinolin-2-yl]piperidine-4-carboxylic acid FC=1C=C(C=CC1F)C[C@H](C)N1C(=NC2=C1C=CC=1CCN(CC21)C(=O)OC)N2CCC(CC2)C(=O)O